potassium stearate C(CCCCCCCCCCCCCCCCC)(=O)[O-].[K+]